BrC1=CC=C2C(=NN(C2=C1)C)NCCC(=O)N 3-[(6-bromo-1-methyl-1H-indazol-3-yl)amino]propanamide